C(C)(C)(C)OC(N[C@H]1C[C@H](CC1)N)=O ((1R,3S)-3-aminocyclopentyl)carbamic acid tert-butyl ester